4,7-dihydro-1,3-dioxepin O1COCC=CC1